2-(2-Chlorophenyl)-N-[4-(5-cyano-1-methyl-1H-pyrrol-2-yl)-3-sulfamoylphenyl]acetamide ClC1=C(C=CC=C1)CC(=O)NC1=CC(=C(C=C1)C=1N(C(=CC1)C#N)C)S(N)(=O)=O